4-(4-chlorophenyl)-5-(cyclopropylmethyl)-N-methyl-2-(2-methyl-2H-indazol-5-yl)-3-oxo-3,5-dihydro-2H-pyrrolo[3,2-c]pyridazine-7-carboxamide ClC1=CC=C(C=C1)C1=C2C(=NN(C1=O)C1=CC3=CN(N=C3C=C1)C)C(=CN2CC2CC2)C(=O)NC